2-chloro-1-(isoindolin-2-yl)ethan-1-one ClCC(=O)N1CC2=CC=CC=C2C1